6-[2-hydroxy-4-(4-hydroxybutoxy)-3-methylphenyl]-5-methyl-4,5-dihydro-2H-pyridazin-3-one OC1=C(C=CC(=C1C)OCCCCO)C=1C(CC(NN1)=O)C